C1=C(C=CC2=CC=CC=C12)C1=CC=C(C=C1)N(C1=CC=C(C=C1)B1OC(C(O1)(C)C)(C)C)C1=CC=C(C=C1)B1OC(C(O1)(C)C)(C)C [p-(2-Naphthyl)phenyl]bis[p-(4,4,5,5-tetramethyl-1,3,2-dioxaborolane-2-yl)phenyl]amine